C(C)CC(CC(=O)[O-])=O.C(C)CC(CC(=O)[O-])=O.[Ti+2] titanium di(ethylacetoacetate)